FC1=C(C=CC(=C1)[N+](=O)[O-])C#CC1=CC(=CC=C1)F 2-fluoro-1-((3-fluorophenyl)ethynyl)-4-nitrobenzene